C(C)(OC1=NOC(C1)(C)C)=S (5,5-dimethyl-4H-isoxazol-3-yl) ethanethioate